1-[(2-{[2-(4-fluorophenyl)-2-methylpropyl]amino}pyrimidin-5-yl)carbonylamino]cyclopropane-carboxylic acid FC1=CC=C(C=C1)C(CNC1=NC=C(C=N1)C(=O)NC1(CC1)C(=O)O)(C)C